tert-butyl 4-(2-(2-(1,3-dioxoisoindolin-2-yl)ethoxy)ethyl)piperazine-1-carboxylate O=C1N(C(C2=CC=CC=C12)=O)CCOCCN1CCN(CC1)C(=O)OC(C)(C)C